(3S*,4R*)-4-(6-fluorobenzofuran-5-yl)-2-oxopyrrolidine-3-carboxylic acid methyl ester COC(=O)[C@@H]1C(NC[C@H]1C=1C(=CC2=C(C=CO2)C1)F)=O |o1:4,8|